(4-(4-((3-(3-(difluoromethyl)-1-(2-fluoroethyl)-1H-pyrazol-4-yl)imidazo[1,2-a]pyrazin-8-yl)amino)-2-ethylbenzoyl)piperazin-1-yl)((2S,4R)-4-hydroxypyrrolidin-2-yl)methanone FC(C1=NN(C=C1C1=CN=C2N1C=CN=C2NC2=CC(=C(C(=O)N1CCN(CC1)C(=O)[C@H]1NC[C@@H](C1)O)C=C2)CC)CCF)F